(R)-N-(8-fluoro-2-methylimidazo[1,2-a]pyridin-6-yl)-4-(3-((1-(methoxymethyl)cyclopropyl)amino)-pyrrolidin-1-yl)-2-methyl-2H-indazole-7-carboxamide FC=1C=2N(C=C(C1)NC(=O)C1=CC=C(C3=CN(N=C13)C)N1C[C@@H](CC1)NC1(CC1)COC)C=C(N2)C